ClC1=NC=C(C(=N1)NCC#C)C(F)(F)F 2-Chloro-N-propargyl-5-(trifluoromethyl)pyrimidin-4-amine